2'-chloro-6-fluoro-5-(2-methoxyethoxy)-5'-(2-oxo-1-phenylethyl)-[1,1'-biphenyl]-2-carbonitrile ClC1=C(C=C(C=C1)C(C=O)C1=CC=CC=C1)C=1C(=CC=C(C1F)OCCOC)C#N